N1C=CC=2C1=NC=C(C2)N2CC1(C2)CC(C1)N(C(=O)NC=1C=NC=C(C1)C(F)(F)F)C 1-(2-(1H-pyrrolo[2,3-b]pyridin-5-yl)-2-azaspiro[3.3]heptan-6-yl)-1-methyl-3-(5-(trifluoromethyl)pyridin-3-yl)urea